C1(CC1)C(=O)NC1=CC(=C(N=N1)C(=O)NC([2H])([2H])[2H])NC1=C(C(=NC=C1)C=1C=NN(C1)C1CC1)OC 6-(cyclopropanecarboxamido)-4-((2-(1-cyclopropyl-1H-pyrazol-4-yl)-3-methoxypyridin-4-yl)amino)-N-(methyl-d3)pyridazine-3-carboxamide